N1C=C(C2=CC=CC=C12)CC(CCCC)NC(=O)C1=CC2=C(S1)C=C(C=C2)N2CCC(CC2)(F)F N-(1-(1H-indol-3-yl)hexane-2-yl)-6-(4,4-difluoropiperidin-1-yl)benzo[b]thiophene-2-carboxamide